IC1=CN(C2=NC=C(C=C21)C2=CC=C(C=C2)N2CCN(CC2)C)[SH4]OOC2=CC=C(C=C2)C 3-iodo-1-[(4-methylphenyl)dioxy-λ6-sulfenyl]-5-[4-(4-methylpiperazine-1-yl)phenyl]pyrrolo[2,3-b]pyridine